5',5'-dimethyltetrahydro-1H-spiro[pentalene-2,2'-[1,3]dioxane]-5(3H)-one CC1(COC2(OC1)CC1CC(CC1C2)=O)C